2-Amino-N-[4-fluoro-2-methyl-5-[(2-methyl-1,3-thiazol-5-yl)carbamoyl]phenyl]-1,3-thiazole-5-carboxamide NC=1SC(=CN1)C(=O)NC1=C(C=C(C(=C1)C(NC1=CN=C(S1)C)=O)F)C